5-bromo-2-[(2-ethoxy-2-oxo-ethyl)sulfanylmethyl]pyrazole-3-carboxylic acid methyl ester COC(=O)C=1N(N=C(C1)Br)CSCC(=O)OCC